C(C)(=O)OCCCl 2-chloro-ethanol acetate